BrC=1N=C(SC1)[C@H]([C@@H](C(=O)N1N[C@@H](CCC1)C(=O)OC)NC(=O)OC(C)(C)C)OCC methyl (3S)-1-[(2S,3S)-3-(4-bromo-1,3-thiazol-2-yl)-2-[(tert-butoxycarbonyl)amino]-3-ethoxypropanoyl]-1,2-diazinane-3-carboxylate